tri-(2-heptyl) citrate C(CC(O)(C(=O)OC(C)CCCCC)CC(=O)OC(C)CCCCC)(=O)OC(C)CCCCC